FC=1C=C(C#N)C=CC1C=1C2=C(N=C(N1)N1CC(C1)OC1=CC(=NC=C1)OC)C(N(C(=N2)C(F)(F)F)C)=O 3-fluoro-4-(2-(3-((2-methoxypyridin-4-yl)oxy)azetidin-1-yl)-7-methyl-8-oxo-6-(trifluoromethyl)-7,8-dihydropyrimido[5,4-d]pyrimidin-4-yl)benzonitrile